5-Benzyloxy-1-(3-Carbamimidoyl-Benzyl)-1h-Indole C(C1=CC=CC=C1)OC=1C=C2C=CN(C2=CC1)CC1=CC(=CC=C1)C(N)=N